tert-butyl N-methyl-carbamate CNC(OC(C)(C)C)=O